C(C)C1=C(C=CC(=C1)O)N=C(N)C1=C(C=2N(N=C1)C=C(C2)C2=C(C=CC=C2)CNC(OC(C)(C)C)=O)N[C@@H]2COCC2 tert-butyl N-[[2-[3-[N'-(2-ethyl-4-hydroxy-phenyl)carbamimidoyl]-4-[[(3S)-tetrahydrofuran-3-yl]amino]pyrrolo[1,2-b]pyridazin-6-yl]phenyl]methyl]carbamate